ethyl 3-(3-chloro-6-ethoxy-2-fluoro-5-(2-methyl-1,3-dioxolan-2-yl) phenyl)-4-nitrobutanoate ClC=1C(=C(C(=C(C1)C1(OCCO1)C)OCC)C(CC(=O)OCC)C[N+](=O)[O-])F